5'-methoxy-2',6-dimethyl-N-(6-(5-(trifluoromethyl)pyridin-2-yl)thiazolo[4,5-b]pyrazin-2-yl)-[4,4'-bipyridine]-3-carboxamide COC=1C(=CC(=NC1)C)C1=C(C=NC(=C1)C)C(=O)NC=1SC=2C(=NC=C(N2)C2=NC=C(C=C2)C(F)(F)F)N1